FC1=C(C(=CC(=C1)N1CCNCC1)F)C1C(NC(CC1)=O)=O 3-(2,6-difluoro-4-(piperazin-1-yl)phenyl)piperidine-2,6-dione